C1(CC1)SC1=C(C=CC=C1)O (cyclopropylthio)phenol